6-O-ethyl-glucopyranose C(C)OC[C@@H]1[C@H]([C@@H]([C@H](C(O)O1)O)O)O